methyl 4-amino-5-methoxy-5-oxopentanoate NC(CCC(=O)OC)C(=O)OC